(R)-4-((4-(3-aminopyrrolidine-1-carbonyl)phenyl)amino)-1-(2,6-dichlorophenyl)-1H-pyrazole-3-carboxamide N[C@H]1CN(CC1)C(=O)C1=CC=C(C=C1)NC=1C(=NN(C1)C1=C(C=CC=C1Cl)Cl)C(=O)N